N1N=CC(=C1)C1=C2C=CNC2=C(C=C1)C1=CC=C(N=N1)N 6-[4-(1H-pyrazol-4-yl)-1H-indol-7-yl]pyridazin-3-amine